N-(2-(6-(4-isopropyl-4H-1,2,4-triazol-3-yl)pyridin-2-yl)-5-methyl-1-oxoisoindol-4-yl)ethylsulfonamide C(C)(C)N1C(=NN=C1)C1=CC=CC(=N1)N1C(C2=CC=C(C(=C2C1)CCNS(=O)=O)C)=O